[Rh].C12=CC=C(CC1)C2 (norbornadiene) rhodium